NC=1C(=NON1)N1N=NC(=C1C(C)(C)O)C(C)(C)O 2-[1-(4-amino-1,2,5-oxadiazol-3-yl)-5-(2-hydroxypropan-2-yl)-1,2,3-triazol-4-yl]propan-2-ol